((2R,5S)-2-(2-((1,3-dimethylpiperidin-4-yl)methyl)benzo[d]thiazol-5-yl)-5-methylpiperidin-1-yl)-2-oxo-N-(1H-pyrazolo[4,3-c]pyridin-7-yl)acetamide CN1CC(C(CC1)CC=1SC2=C(N1)C=C(C=C2)[C@@H]2N(C[C@H](CC2)C)C(C(=O)NC=2C1=C(C=NC2)C=NN1)=O)C